N-2-aminoethyl-l-1-aminoundecyltrimethoxysilane tert-butyl-3-(3-(6,6-difluoro-7-((2-hydroxyethyl)sulfonyl)-2,5,5-trimethyl-1-(2-methylhydrazineyl)-1-oxoheptan-2-yl)phenyl)propanoate C(C)(C)(C)OC(CCC1=CC(=CC=C1)C(C(=O)NNC)(CCC(C(CS(=O)(=O)CCO)(F)F)(C)C)C)=O.NCCNC(CCCCCCCCCC)[Si](OC)(OC)OC